4-([1,1'-biphenyl]-4-yloxy)-5-nitro-2,3-dihydro-1H-inden-1-ol C1(=CC=C(C=C1)OC1=C2CCC(C2=CC=C1[N+](=O)[O-])O)C1=CC=CC=C1